FCCCCC[NH3+] monofluoropentyl-ammonium